C(C)(C)(C)OC(=O)N1CCC(CC1)(C1=C(C=CC=C1)OC)C#N 4-cyano-4-(2-methoxyphenyl)piperidine-1-carboxylic acid tert-butyl ester